C(C)(=O)[C@@](C=O)(O)[C@](O)([C@@H](OC(C)=O)[C@@H](O)C)C(C)=O 2,3,4-O-triacetyl-L-rhamnose